C(C=C)(=O)OC(C(=O)[O-])(C)C.[Zn+2].C(C=C)(=O)OC(C(=O)[O-])(C)C Zinc 2-(acryloyloxy)-2-methylpropionate